C(C1=CC=CC=C1)N1C[C@@H]([C@H](CC1)NC(CCC1=NN=C2N1N=C(C=C2)N2CCN(CC2)C)=O)F N-[(3S,4S)-1-benzyl-3-fluoropiperidin-4-yl]-3-[6-(4-methylpiperazin-1-yl)-[1,2,4]triazolo[4,3-b]pyridazin-3-yl]propanamide